CC1=NOC(=C1C)NC(=O)C=1C(=C(C(=CC1CCCCC)O)C1=CC(=CC=C1)C)O N-(3,4-dimethylisoxazol-5-yl)-2,6-dihydroxy-3'-methyl-4-pentyl-[1,1'-biphenyl]-3-carboxamide